isopropyl ((2-(methylsulfonyl)ethoxy)(4-nitrophenoxy)phosphoryl)-L-alaninate CS(=O)(=O)CCOP(=O)(OC1=CC=C(C=C1)[N+](=O)[O-])N[C@@H](C)C(=O)OC(C)C